2-[(4-methanesulfonylphenyl)methyl]-2-azaspiro[3.3]heptan-6-ol CS(=O)(=O)C1=CC=C(C=C1)CN1CC2(C1)CC(C2)O